C(C)(C)(C)C=1C(=C(C=C(C1)OC)C1=C(C(=CC(=C1)OC)C(C)(C)C)OP1OC2=C(O1)C=C(C=C2C(C)(C)C)C(C)(C)C)OP2OC1=C(C3=C2C=CC=C3)C=CC=C1 6-((3,3'-di-tert-butyl-2'-((4,6-di-tert-butylbenzo[d][1,3,2]dioxaphosphol-2-yl)oxy)-5,5'-dimethoxy-[1,1'-biphenyl]-2-yl)oxy)-6H-dibenzo[c,e][1,2]oxaphosphinine